N1(CCC1)C1=NC(=C2N=CN(C2=N1)CC1=CC=C(C=C1)O)N1CCC1 2,6-Di(azetidin-1-yl)-9-(4-hydroxybenzyl)-9H-purin